OCC1C(COC1)NC(OC(C)(C)C)=O tert-butyl (4-(hydroxymethyl)tetrahydrofuran-3-yl)carbamate